3-(2-cyano-propan-2-yl)-N-[4-methyl-3-[(3-methyl-4-oxoquinazolin-6-yl)amino]phenyl]benzamide C(#N)C(C)(C)C=1C=C(C(=O)NC2=CC(=C(C=C2)C)NC=2C=C3C(N(C=NC3=CC2)C)=O)C=CC1